C(C)(C)(C)C1=C(C(=CC(=C1)CC(CO)(C)C)C(C)(C)C)O 2,6-di-tert-butyl-4-(3-hydroxy-2,2-dimethyl-propyl)-phenol